5-(4,5-dibromothiophen-2-yl)-5-oxopentanoic acid methyl ester COC(CCCC(=O)C=1SC(=C(C1)Br)Br)=O